2-bromo-4'-chloro-2'-fluoro-[1,1'-biphenyl]-4-ol BrC1=C(C=CC(=C1)O)C1=C(C=C(C=C1)Cl)F